(S)-5-(5-(3-fluoropyrrolidin-1-yl)-6-methylpyridazin-3-yl)pyrimidine-2,4(1H,3H)-dione F[C@@H]1CN(CC1)C=1C=C(N=NC1C)C=1C(NC(NC1)=O)=O